ClC=1C=C(NCCC#N)C=CC1 m-chlorocyanoethyl-aniline